4-OXO-2-NONENAL O=C(C=CC=O)CCCCC